CCC(CC)N1N=CC(=C1)C=1C=2N(C=C(N1)C=1C=NN(C1)[C@@H]1CC[C@H](CC1)O)N=CC2 trans-4-(4-(4-(1-(pentan-3-yl)-1H-pyrazol-4-yl)pyrazolo[1,5-a]pyrazin-6-yl)-1H-pyrazol-1-yl)cyclohexanol